[Hf].C1=CC=CC=2C3=CC=CC=C3CC12 fluorene hafnium